(1r,4r)-N1-(5-Methyl-4-(6-(pyrimidin-4-ylamino)imidazo[1,2-a]pyridin-3-yl)pyrimidin-2-yl)cyclohexane-1,4-diamine CC=1C(=NC(=NC1)NC1CCC(CC1)N)C1=CN=C2N1C=C(C=C2)NC2=NC=NC=C2